(R)-2-((3'-(4-chloro-2-fluorobenzyloxy)-2-fluorobiphenyl-4-yl)methyl)-1-((tetrahydrofuran-2-yl)methyl)-1H-benzo[d]imidazole-6-carboxylic acid ClC1=CC(=C(COC=2C=C(C=CC2)C2=C(C=C(C=C2)CC2=NC3=C(N2C[C@@H]2OCCC2)C=C(C=C3)C(=O)O)F)C=C1)F